CC(C(=O)C=1SC=C(C1)C)(C)N1CCOCC1 2-Methyl-1-[4-Methylthiophenyl]-2-Morpholinyl-1-Propanon